(S)-2-amino-2-(4-chloro-3-(5-cyclopropyl-1H-1,2,4-triazol-1-yl)phenyl)ethan-1-ol ethyl-3-(2,6-dichlorophenyl)-3-oxopropionate C(C)C(C(=O)OC[C@H](C1=CC(=C(C=C1)Cl)N1N=CN=C1C1CC1)N)C(=O)C1=C(C=CC=C1Cl)Cl